BrC1=NNC(=C1)C=O 3-Bromo-1H-pyrazole-5-carbaldehyde